[NH4+].SC1=NC(=NC(=N1)S)S 2,4,6-trimercapto-s-triazine, ammonium salt